O.C(CCCCCCCCCCCCC)(=O)O[Pt]OC(CCCCCCCCCCCCC)=O bistetradecanoyloxyplatinum monohydrate